FC=1C=C(C(=O)N=S(=O)(C)CC2=C(C=CC=C2)F)C=CC1C1=NOC(=N1)C(F)(F)F 3-fluoro-N-((2-fluorobenzyl)(methyl)(oxo)-lambda6-sulfanylidene)-4-(5-(trifluoromethyl)-1,2,4-oxadiazol-3-yl)benzamide